(R)-2-(4-((1-phenylethyl)amino)phthalazin-1-yl)-5-(trifluoromethyl)phenol C1(=CC=CC=C1)[C@@H](C)NC1=NN=C(C2=CC=CC=C12)C1=C(C=C(C=C1)C(F)(F)F)O